[4-(5-bromopyrazolo[3,4-c]pyridin-2-yl)cyclohexyl]methanol BrC1=CC=2C(C=N1)=NN(C2)C2CCC(CC2)CO